(R)-N-(1-(4-fluorophenyl)ethyl)-6-(1-methyl-1H-benzo[d]imidazol-6-yl)-1,2,4-triazin-3-amine FC1=CC=C(C=C1)[C@@H](C)NC=1N=NC(=CN1)C=1C=CC2=C(N(C=N2)C)C1